2-(m-tolylethynyl)-1,3-dithiane C1(=CC(=CC=C1)C#CC1SCCCS1)C